(3S,4R)-4-{[5-fluoro-7-(3-fluorocyclopentyl)-6-iodopyrrolo[2,1-f][1,2,4]triazin-2-yl]amino}oxan-3-yl acetate C(C)(=O)O[C@@H]1COCC[C@H]1NC1=NN2C(C=N1)=C(C(=C2C2CC(CC2)F)I)F